C1OCC12CCCNC2 2-oxa-8-azaspiro[3.5]nonane